2-(4-chlorophenyl)-4-phenylbutylamine ClC1=CC=C(C=C1)C(CN)CCC1=CC=CC=C1